N-((tert-butoxycarbonyl)-L-alanyl)-S-(2-phenylpyridin-4-yl)-L-cysteine methyl ester COC([C@@H](NC([C@@H](NC(=O)OC(C)(C)C)C)=O)CSC1=CC(=NC=C1)C1=CC=CC=C1)=O